2-(3,5-Dichloro-4-((1-cyclopentyl-5-fluoro-6-oxo-1,6-dihydropyridin-3-yl)oxy)phenyl)-3,5-dioxo-2,3,4,5-tetrahydro-1,2,4-triazine-6-carbonitrile ClC=1C=C(C=C(C1OC1=CN(C(C(=C1)F)=O)C1CCCC1)Cl)N1N=C(C(NC1=O)=O)C#N